cis-3-aminocyclobutane-1-carboxylate hydrochloride Cl.N[C@H]1C[C@H](C1)C(=O)O